C(C)C=1C(NC=2C=C(C=NC2C1)CN1C[C@H]([C@@H](C1)F)OC=1C=CC(=NC1)C(=O)NC)=O 5-{[(3R,4R)-1-[(7-ethyl-6-oxo-5H-1,5-naphthyridin-3-yl)methyl]-4-fluoropyrrolidin-3-yl]oxy}-N-methylpyridine-2-carboxamide